FC1([C@@H]2[C@H](N([C@H](C1)CC2)C(=O)C2(C1=CC=CC=C1C=1C=CC=CC21)O)C(=O)N[C@@H](C[C@@H]2C(NCC2)=O)\C=C(/S(=O)(=O)C)\F)F (1S,3S,4S)-5,5-difluoro-N-((S,Z)-4-fluoro-4-(methylsulfonyl)-1-((R)-2-oxopyrrolidin-3-yl)but-3-en-2-yl)-2-(9-hydroxy-9H-fluorene-9-carbonyl)-2-azabicyclo[2.2.2]octane-3-carboxamide